methyl O-acetyl-N-(O-(tert-butyldimethylsilyl)-N-(2-(4-(13,13-dimethyl-3,11-dioxo-4,7,12-trioxa-2,10-diazatetradecyl)phenyl)thiazole-4-carbonyl)-L-seryl)-L-serinate C(C)(=O)OC[C@H](NC([C@@H](NC(=O)C=1N=C(SC1)C1=CC=C(C=C1)CNC(OCCOCCNC(OC(C)(C)C)=O)=O)CO[Si](C)(C)C(C)(C)C)=O)C(=O)OC